CS(=O)(=O)O.C=O methanone methanesulfonate